(3R)-3-({5-[2-fluoro-5-(trifluoromethoxy)phenyl]-1-trityl-1H-indazol-3-yl}carbamoyl)piperidine-1-carboxylic acid tert-butyl ester C(C)(C)(C)OC(=O)N1C[C@@H](CCC1)C(NC1=NN(C2=CC=C(C=C12)C1=C(C=CC(=C1)OC(F)(F)F)F)C(C1=CC=CC=C1)(C1=CC=CC=C1)C1=CC=CC=C1)=O